9-(4-(2-(4,6-diphenyl-1,3,5-triazin-2-yl)phenyl)-5,6-bis(4-(3-methyl-9H-carbazol-9-yl)phenyl)pyridin-2-yl)-9H-carbazole-3-carbonitrile C1(=CC=CC=C1)C1=NC(=NC(=N1)C1=CC=CC=C1)C1=C(C=CC=C1)C1=CC(=NC(=C1C1=CC=C(C=C1)N1C2=CC=CC=C2C=2C=C(C=CC12)C)C1=CC=C(C=C1)N1C2=CC=CC=C2C=2C=C(C=CC12)C)N1C2=CC=CC=C2C=2C=C(C=CC12)C#N